ClC1=C(C=CC(=C1)B1OC(C(O1)(C)C)(C)C)NC(=O)NC 1-(2-chloro-4-(4,4,5,5-tetramethyl-1,3,2-dioxaborolan-2-yl)phenyl)-3-methylurea